(7S)-2-Benzyl-7-methyl-3-{2-[(4R)-1-oxa-6-azaspiro[3.4]octan-6-yl]ethyl}-3H,6H,7H,8H,9H-imidazo[4,5-f]chinolin C(C1=CC=CC=C1)C=1N(C=2C(=C3CC[C@@H](NC3=CC2)C)N1)CCN1C[C@]2(CCO2)CC1